5-amino-2-methyl-N-(2-thiazol-2-ylethyl)benzenesulfonamide NC=1C=CC(=C(C1)S(=O)(=O)NCCC=1SC=CN1)C